ClC1=C(C=CC=C1)C1=C(C=CC(=C1)OC)S(=O)(=O)N1CCC(CC1)(C(=O)N[C@@H](\C=C/S(=O)(=O)C)C)OC 1-[2-(2-chlorophenyl)-4-methoxy-phenyl]sulfonyl-4-methoxy-N-[(Z,1R)-1-methyl-3-methylsulfonyl-allyl]piperidine-4-carboxamide